Cl.C1CC12CNC(C2)CO 5-azaspiro[2.4]heptan-6-ylmethanol hydrochloride